1-[(3S)-3-[4-[3-chloro-2-fluoro-4-[[(3R)-tetrahydropyran-3-yl]methoxy]anilino]pyrido[3,2-d]pyrimidin-6-yl]oxypyrrolidin-1-yl]prop-2-en-1-one ClC=1C(=C(NC=2C3=C(N=CN2)C=CC(=N3)O[C@@H]3CN(CC3)C(C=C)=O)C=CC1OC[C@H]1COCCC1)F